C1(CC1)CC1=C(C=CC(=C1)C(F)(F)F)NC(C(C)(C)N1N=CC(=C1)C#CC1CN(C1)C=1C=C2C(N(C(C2=CC1)=O)C1C(NC(CC1)=O)=O)=O)=O N-(2-(cyclopropylmethyl)-4-(trifluoromethyl)phenyl)-2-(4-((1-(2-(2,6-dioxopiperidin-3-yl)-1,3-dioxoisoindolin-5-yl)azetidin-3-yl)ethynyl)-1H-pyrazol-1-yl)-2-methylpropanamide